3-triethoxysilylpropyl thiooctanoate C(CCCCCCC)(=S)OCCC[Si](OCC)(OCC)OCC